(2S)-4-(cyclopropyl(4-(5,6,7,8-tetrahydro-1,8-naphthyridin-2-yl)butyl)amino)-2-((((4-fluoro-2,3-dihydro-1H-inden-1-yl)oxy)carbonyl)amino)butanoic acid C1(CC1)N(CC[C@@H](C(=O)O)NC(=O)OC1CCC2=C(C=CC=C12)F)CCCCC1=NC=2NCCCC2C=C1